N-[3-(morpholin-4-yl)propyl]pyrimidine-5-carboxamide N1(CCOCC1)CCCNC(=O)C=1C=NC=NC1